N-(3-(3-(3-methyl-4-phenoxyphenyl)-2-oxo-2,3-dihydro-1H-imidazo[4,5-c]pyridin-1-yl)phenyl)acrylamide CC=1C=C(C=CC1OC1=CC=CC=C1)N1C(N(C2=C1C=NC=C2)C=2C=C(C=CC2)NC(C=C)=O)=O